[N+](=O)([O-])C1=C2C(=CC=NC2=C(C=C1)O)C=1C=NC=CC1 5-nitro-4-(pyridin-3-yl)quinolin-8-ol